(S)-3-(2-bromo-5-fluorophenyl)-2-((tert-butoxycarbonyl)(methyl)amino)propanoic acid BrC1=C(C=C(C=C1)F)C[C@@H](C(=O)O)N(C)C(=O)OC(C)(C)C